C(C(=O)O)(=O)O.CNCCC(OC1=CC=CC=2OCOC21)C2=CC=CC=C2 N-methyl-3-phenyl-3-[(Benzo[d][1,3]dioxolan-4-yl)oxy]propanamine oxalate